5-Chloropyrido[2,3-d]pyridazine ClC1=C2C(=CN=N1)N=CC=C2